CC1=NC(=CC=C1N1CCN(CC1)C(=O)OC(C)(C)C)[N+](=O)[O-] tert-butyl 4-(2-methyl-6-nitropyridin-3-yl)piperazine-1-carboxylate